C(C1=CC=CC=C1)C1=CC(=C(S1)N1C(=C(C=C1C)\C=C(\C1=NC2=C(C=NC(=C2)OC)N1)/C#N)C)C#N (E)-5-benzyl-2-(3-(2-cyano-2-(6-methoxy-3H-imidazo[4,5-c]pyridin-2-yl)vinyl)-2,5-dimethyl-1H-pyrrol-1-yl)thiophene-3-carbonitrile